COC12CN(C(C1)C2)C=2OC1=C(C=C(C=C1C(C2)=O)C)C(C)NC2=C(C(=O)O)C=CC=C2 2-[1-[2-(4-Methoxy-2-azabicyclo[2.1.1]hexan-2-yl)-6-methyl-4-oxo-chromen-8-yl]ethylamino]benzoic acid